CN(CCN(CCCCCCCC(=O)OC(CCCCCCCCCCC)CCCCCCCCCCC)CCCCCCCCC)C tricosan-12-yl 8-((2-(dimethylamino)ethyl)(nonyl)amino)octanoate